FC1=CC(=C(C=C1)C=1C=C2C(=NC1)NC(N2CC(=O)NCCOC)=O)OC 2-[6-(4-fluoro-2-methoxy-phenyl)-2-oxo-3H-imidazo[4,5-b]pyridin-1-yl]-N-(2-methoxyethyl)acetamide